FC=1C=CC(=C(C1)C1(CC1)/C(=N/O)/Cl)C (Z)-1-(5-fluoro-2-methylphenyl)-N-hydroxycyclopropane-1-carbimidoyl chloride